C[C@H]1N(CCOC1)C1=NC2=C(N=CC=C2C(=C1)C1=C(SC=C1)C)C1=CC=NN1 2-[(3R)-3-methylmorpholin-4-yl]-4-(2-methyl-3-thienyl)-8-(1H-pyrazol-5-yl)-1,7-naphthyridine